CNCCCNC(=O)C=1C=C(C=C(C(=O)NCCCN(CCCCCCCCC(=O)OC(CC)CCCCC)CCCCCCCCC(=O)OC(CC)CCCCC)C1)C(=O)NCCCN(CCCCCCCCC(=O)OC(CC)CCCCC)CCCCCCCCC(=O)OC(CC)CCCCC tetra(octan-3-yl) 9,9',9'',9'''-((((5-((3-(methylamino)propyl)carbamoyl)isophthaloyl)bis(azanediyl))bis(propane-3,1-diyl))bis(azanetriyl))tetranonanoate